5-((5-((4'-chloro-5,5-dimethyl-3,4,5,6-tetrahydro-[1,1'-biphenyl]-2-yl)methyl)-2,5-diazabicyclo[2.2.2]oct-2-yl)methyl)-2-(2,4-dioxotetrahydropyrimidin-1(2H)-yl)isoindoline-1,3-dione ClC1=CC=C(C=C1)C1=C(CCC(C1)(C)C)CN1C2CN(C(C1)CC2)CC=2C=C1C(N(C(C1=CC2)=O)N2C(NC(CC2)=O)=O)=O